C(C(=O)O)(=O)O.O1N=C(C2=C1C=CC=C2)C2CCN(CC2)CCN2C(C=1N(CC2)N=C(C1)C)=O 5-[2-(4-benzo[d]isoxazol-3-yl-piperidin-1-yl)-ethyl]-2-methyl-6,7-dihydro-5H-pyrazolo[1,5-a]pyrazin-4-one oxalate